ClC=1C=C(OCOCC[Si](C)(C)C)C=CC1Cl (2-(3,4-dichlorophenoxymethoxy)ethyl)trimethylsilane